N'-(4-fluorophenyl)-cyclopropane-1,1-dicarboxamide FC1=CC=C(C=C1)NC(=O)C1(CC1)C(=O)N